4'-BENZYLOXYCARBONYLAMINO-BIPHENYL-4-BORONIC ACID C(C1=CC=CC=C1)OC(=O)NC1=CC=C(C=C1)C1=CC=C(C=C1)B(O)O